3-(4-(2-((1-(cyanomethyl)-1H-pyrazol-4-yl)amino)-5-methylpyrimidin-4-yl)-2-fluorophenoxy)-2,2-dimethylpropanenitrile C(#N)CN1N=CC(=C1)NC1=NC=C(C(=N1)C1=CC(=C(OCC(C#N)(C)C)C=C1)F)C